C(C)(=O)[O-] (R)-acetate